C(C=CC1=CC=CC=C1)(=O)N[C@@H]([C@@H](C)CC)C(=O)OCC Ethyl cinnamoyl-L-isoleucinate